N-(3-(aminomethyl)phenyl)-5-chloro-2-(7-fluoro-chroman-4-yl)-4-trifluoromethylbenzamide NCC=1C=C(C=CC1)NC(C1=C(C=C(C(=C1)Cl)C(F)(F)F)C1CCOC2=CC(=CC=C12)F)=O